C(C)(C)(C)OC(=O)N(C(OC(C)(C)C)=O)C1=C(C=C(C(=C1)NC(C1=C(C(=CC(=C1)[N+](=O)[O-])F)Cl)=O)F)F tert-Butyl N-tert-butoxycarbonyl-N-[5-[(2-chloro-3-fluoro-5-nitrobenzoyl)amino]-2,4-difluoro-phenyl]carbamate